C(=O)(OC(C)(C)C)N1N=CC(=C1)C1=C(C=C2C=NN(C2=C1)CC)OC1=C(C=C(C=C1)N)F 6-(1-Boc-pyrazol-4-yl)-5-(2-fluoro-4-aminophenoxy)-1-ethyl-1H-indazole